BrC1=CC=C(C=C1)S(=O)(=O)[C@@H]1CC[C@H](CC1)NC(OC(C)(C)C)=O tert-butyl N-[trans-4-(4-bromobenzenesulfonyl)cyclohexyl]carbamate